OC1[C@@H](O)[C@H](O)[C@H](O)CO1 D-Arabinopyranose